N=1C=CN2C1C[C@H](CC2)COC2=CC=C(C=N2)CNC=2C=C1C=CN=C(C1=CC2)NC(OC)=O |o1:6| Methyl (S*)-(6-(((6-((5,6,7,8-tetrahydroimidazo[1,2-a]pyridin-7-yl)methoxy)pyridin-3-yl)methyl)amino)isoquinolin-1-yl)carbamate